Cl.COC(C)C1(CCNCC1)C 4-(1-methoxyethyl)-4-methylpiperidine hydrochloride